1-((3S,4R)-4-(3,4-difluorophenyl)-1-(2-methoxyethyl)pyrrolidin-3-yl)-3-(1-(2-fluorophenyl)-1',4-dimethyl-1H,1'H-[3,4'-bipyrazol]-5-yl)urea FC=1C=C(C=CC1F)[C@H]1[C@@H](CN(C1)CCOC)NC(=O)NC1=C(C(=NN1C1=C(C=CC=C1)F)C=1C=NN(C1)C)C